(R)-1'-(3-methoxy-4-((6-(3-phenylisoxazolidin-2-yl)pyrimidin-4-yl)amino)phenyl)-N,N-Dimethyl-[1,4'-bipiperidin]-4-amine COC=1C=C(C=CC1NC1=NC=NC(=C1)N1OCC[C@@H]1C1=CC=CC=C1)N1CCC(CC1)N1CCC(CC1)N(C)C